ClC1=C(C=CC=C1)[C@H]1CC[C@H](N1C(C1=CN=C(C=C1)C1=CC=C(C=C1)OC)=O)C(=O)O (2S,5R)-5-(2-chlorophenyl)-1-(6-(4-methoxyphenyl)nicotinoyl)pyrrolidine-2-carboxylic acid